[Si](C1=CC=CC=C1)(C1=CC=CC=C1)(C(C)(C)C)O[C@H]1[C@H](COCC1)O (3S,4R)-4-[(tert-butyldiphenylsilyl)oxy]oxan-3-ol